CC1=NN(C2=C3C(=C(C=C12)O)C=CC=C3)CCC3=CC=C(C=C3)C 3-methyl-1-(4-methylphenethyl)-1H-benzo[g]Indazol-5-ol